(S)-3-((4-(((benzyloxy)carbonyl)amino)pyridin-2-yl)methyl)morpholine-4-carboxylic acid tert-butyl ester C(C)(C)(C)OC(=O)N1[C@H](COCC1)CC1=NC=CC(=C1)NC(=O)OCC1=CC=CC=C1